COC(=O)C=1C=C2CCN([C@H](C2=CC1OC)CCC1=CNC2=CC=C(C=C12)OC)C=O methyl-(S)-2-formyl-7-methoxy-1-(2-(5-methoxy-1H-indol-3-yl)ethyl)-1,2,3,4-tetrahydroisoquinoline-6-carboxylate